5-amino-8-(2-methoxy-6-methylpyridin-4-yl)-7-phenyl-[1,2,4]triazolo[4,3-c]pyrimidin-3(2H)-one NC1=NC(=C(C=2N1C(NN2)=O)C2=CC(=NC(=C2)C)OC)C2=CC=CC=C2